C1(CCC(N1OC(CCCCCCCC=1N(C2=CC=CC=C2C1C(=O)C1=CC=CC2=CC=CC=C12)CCCCCC)=O)=O)=O 1-hexyl-3-(1-naphthoyl)indolecaprylic acid succinimidyl ester